COC1=C(C(=CC=C1)OC)N1C(=NN=C1C=1C=NC=C(C1)C)NS(=O)(=O)[C@H]([C@@H](C1=NC=C(N=C1)OC)OC)C (1r,2s)-N-(4-(2,6-dimethoxyphenyl)-5-(5-methyl-3-pyridinyl)-4H-1,2,4-triazol-3-yl)-1-methoxy-1-(5-methoxy-2-pyrazinyl)-2-propanesulfonamide